((5-chloropyrimidin-2-yl)methyl)-4-(5-(5-fluoro-2-methoxypyridin-4-yl)-1H-pyrazole-3-carbonyl)-4-azaspiro[2.5]octane-7-carboxamide ClC=1C=NC(=NC1)CC1CC12N(CCC(C2)C(=O)N)C(=O)C2=NNC(=C2)C2=CC(=NC=C2F)OC